Tert-butyl 1-((N-((2-azidoethoxy)carbonyl)sulfamoyl)amino)-3,6,9,12,15,18-hexaoxahenicosan-21-oate N(=[N+]=[N-])CCOC(=O)NS(=O)(=O)NCCOCCOCCOCCOCCOCCOCCC(=O)OC(C)(C)C